N-(4-bromo-2,6-dimethylphenyl)-2-(4-fluorophenyl)imidazole tert-butyl-(S)-2-[6-chloro-2-[(R)-3-methylmorpholine-4-carbonyl]-1,2,3,4-tetrahydroisoquinolin-8-yl]pyrrolidine-1-carboxylate C(C)(C)(C)OC(=O)N1[C@@H](CCC1)C=1C=C(C=C2CCN(CC12)C(=O)N1[C@@H](COCC1)C)Cl.BrC1=CC(=C(C(=C1)C)N1C(=NC=C1)C1=CC=C(C=C1)F)C